(S)-1-benzyl-N-(4-methyl-5-oxo-5,6,7,8-tetrahydro-4H-pyrazolo[1,5-a][1,3]diazepin-6-yl)-1H-1,2,4-triazole-3-carboxamide C(C1=CC=CC=C1)N1N=C(N=C1)C(=O)N[C@@H]1C(N(C=2N(CC1)N=CC2)C)=O